C(C1=CC=CC=C1)C1CC(C1)C(=O)O 3-benzyl-cyclobutane-1-carboxylic acid